(S)-2-(5-(1-(4-azaspiro[2.5]octan-7-yl)vinyl)pyrazin-2-yl)-5-(1H-imidazol-1-yl)phenol C1CC12NCC[C@@H](C2)C(=C)C=2N=CC(=NC2)C2=C(C=C(C=C2)N2C=NC=C2)O